8-ethoxy-3-trifluoroacetyl-benzopyrone C(C)OC1=CC=CC=2C=C(C(OC21)=O)C(C(F)(F)F)=O